5-((diphenylmethylene)amino)thiazole-4-carbonitrile C1(=CC=CC=C1)C(C1=CC=CC=C1)=NC1=C(N=CS1)C#N